O1C(=CC=C1)S(=O)(=O)N 2-furansulfonamide